NC[Si](OC)(OC)OC Aminomethyl-trimethoxysilan